(R)-tert-butyl 4-(3-(3-chloro-4-(dimethylcarbamoyl) phenyl amino) pyrrolidin-1-yl)piperidine-1-carboxylate ClC=1C=C(C=CC1C(N(C)C)=O)N[C@H]1CN(CC1)C1CCN(CC1)C(=O)OC(C)(C)C